5-fluoro-3-(1-methylpyrrolidine-3-yl)-1H-indole FC=1C=C2C(=CNC2=CC1)C1CN(CC1)C